FC(C(=O)O)(F)F.NC1CCN(CC1)C1=CC=C2CN(C(C2=C1)=O)C1C(NC(CC1)=O)=O 3-[6-(4-Amino-1-piperidyl)-1-oxo-isoindolin-2-yl]piperidine-2,6-dione trifluoroacetic acid salt